C(C)OC(=O)C1=C(C(=NC=C1F)Cl)F 2-chloro-3,5-difluoropyridine-4-carboxylic acid ethyl ester